N(=C=O)C1=C(C=C(C(=C1)N=C=O)CCCCCCCCCCCCCCC)OC 1,5-diisocyanato-2-methoxy-4-pentadecylbenzene